C(C)C=1C(=CC=C2C=C(C=C(C12)C=1C(=C2N=C(N=C3C2=C(OC[C@@H]2COCCCN32)N1)SC)F)OCOC)F (S)-2-(8-ethyl-7-fluoro-3-(methoxymethoxy)naphthalen-1-yl)-1-fluoro-12-(methylthio)-5a,6,9,10-tetrahydro-5H,8H-4,7-dioxa-3,10a,11,13-tetraazanaphtho[1,8-ab]heptalene